C12CN(CC2C1)C=1C(=C(C(=O)O)C=CC1C(NS(N(C)C)(=O)=O)=O)F 3-(3-azabicyclo[3.1.0]hexan-3-yl)-4-((N,N-dimethylsulfamoyl)carbamoyl)-2-fluorobenzoic acid